ammonium p-toluate C1(=CC=C(C=C1)C(=O)[O-])C.[NH4+]